O=C1NC(CCC1N1C(C2=CC=C(C=C2C1=O)N1CC(C1)C1CN(C1)C(=O)C=1C2=C(NC1C)\C(\CC2)=C\2/C(NC1=CC=C(C=C21)F)=O)=O)=O (Z)-2-(2,6-dioxopiperidin-3-yl)-5-(1'-(6-(5-fluoro-2-oxoindolin-3-ylidene)-2-methyl-1,4,5,6-tetrahydrocyclopenta[b]pyrrole-3-carbonyl)-[3,3'-biazetidin]-1-yl)isoindoline-1,3-dione